CN(C1=CC=C(C=C1)C(C)C1=C(C=CC2=C1NC(=NS2(=O)=O)NCC2=CC(=CC=C2)F)F)C 5-(1-(4-(dimethylamino)phenyl)ethyl)-6-fluoro-3-((3-fluorobenzyl)amino)-4H-benzo[e][1,2,4]thiadiazine 1,1-dioxide